S(=O)(=O)(O)CCC[K].C(C=CCCCCCCCCCCCCCCC)(=O)O octadecenoic acid, 3-sulfopropyl-potassium salt